3-(1,5-dimethyl-1,2,5,6-tetrahydropyridin-3-yl)-1H-pyrrolo[2,3-b]Pyridine CN1CC(=CC(C1)C)C1=CNC2=NC=CC=C21